FC(OC1=NC(=CC=C1NC(=O)C1(CN(C1)C1=NC=C(C(=O)O)C=C1)C1=C(C=CC=C1)C(C)C)C)F 6-(3-((2-(difluoromethoxy)-6-methylpyridin-3-yl)carbamoyl)-3-(2-isopropylphenyl)azetidin-1-yl)nicotinic acid